(1S,1'S)-1,1'-((1,4-phenylenedi(acetylene-2,1-diyl))bis(4,1-phenylene))-bis(ethan-1-amine) C1(=CC=C(C=C1)C#CC1=CC=C(C=C1)[C@H](C)N)C#CC1=CC=C(C=C1)[C@H](C)N